C1(CC1)C1=CC(=CC=2COB(C21)O)NC2=NC=C(C(=N2)NC2COCCC2C#N)C 3-[[2-[(7-cyclopropyl-1-hydroxy-3H-2,1-benzoxaborole-5-yl)amino]-5-methyl-pyrimidin-4-yl]amino]tetrahydropyran-4-carbonitrile